[C@@H](C)(CC)NC(=O)C1C[N+]([C@@H]2CC=3C4=C(C2=C1)C=CC=C4NC3)(C)[O-] (6aR)-9-(((R)-sec-butyl)carbamoyl)-7-methyl-4,6,6a,7,8,9-hexahydroindolo[4,3-fg]quinoline-7-oxide